C(C)N(C(OC1=C(C=C(C(=C1)S)C)C)=O)CC 5-mercapto-2,4-dimethylphenyl diethylcarbamate